N1=CN=C(C2=C1NC=C2)N2[C@H](COCC2)C2=CC=C(C=C2)C(F)(F)F (S)-4-(7H-pyrrolo[2,3-d]pyrimidin-4-yl)-3-(4-(trifluoromethyl)phenyl)-morpholine